4-(3-morpholinopropoxy)benzaldehyde O1CCN(CC1)CCCOC1=CC=C(C=O)C=C1